CC(CC)C1=CC=C(C=C1)N(C1=CC=CC=C1)C1=CC=CC=C1 N-(4-(1-methylpropyl)phenyl)diphenylamine